azetidin-3-yl(4-(4-(3-chloro-4-methoxypyrazolo[1,5-a]pyridin-6-yl)-1H-pyrazol-1-yl)piperidin-1-yl)methanone N1CC(C1)C(=O)N1CCC(CC1)N1N=CC(=C1)C=1C=C(C=2N(C1)N=CC2Cl)OC